C(C)O[Si](OCC)(OCC)CCCSSCCC[Si](OCC)(OCC)OCC di(triethoxysilylpropyl) disulfide